COC1=CC=C(COCCCCCCC#C[Si](C)(C)C)C=C1 (8-((4-methoxybenzyl)oxy)oct-1-yn-1-yl)trimethylsilane